OC1=C(C=C(C(=O)C2=CC=C(C=C2)O)C=C1)C1CCCCCC1 4,4'-dihydroxy-3-cycloheptyl-benzophenone